C1=C(C=CC2=CC=CC=C12)C=1C=C(C=CC1)C1=CC=CC(=N1)OB(O)O (6-(3-(naphthalen-2-yl)phenyl)pyridin-2-yl)boric acid